3α-hydroxy-7,12-dioxo-5β-cholanic acid O[C@H]1C[C@H]2CC([C@H]3[C@@H]4CC[C@H]([C@@H](CCC(=O)O)C)[C@]4(C(C[C@@H]3[C@]2(CC1)C)=O)C)=O